C(=O)[O-].C(CCC)N1C=[N+](C=C1)C(CC(C)(C)C)(C)C 1-butyl-3-(1,1,3,3-tetramethylbutyl)imidazolium formate